(R)-4-((1-(3-(1,1-Difluoro-2-methylallyl)-2-fluorophenyl)ethyl)amino)-2,6,8,8-tetramethyl-6,8-dihydro-7H-pyrrolo[2,3-g]quinazolin-7-one FC(C(=C)C)(F)C=1C(=C(C=CC1)[C@@H](C)NC1=NC(=NC2=CC3=C(C=C12)N(C(C3(C)C)=O)C)C)F